3-(3-(trifluoromethyl)phenyl)butanoic acid methyl ester COC(CC(C)C1=CC(=CC=C1)C(F)(F)F)=O